C(C=C)NC(CCC(=O)NCC=C)=O N,N'-diallyl-succinamide